C(C)(C)(C)OC(=O)N1C[C@@]2(CC1)NC1=NC(=C(C=C1CC2)B(O)O)C [(2R)-1'-(tert-Butoxycarbonyl)-7-methyl-3,4-dihydro-1H-spiro[1,8-naphthyridine-2,3'-pyrrolidin]-6-yl]boronic acid